2-allyloxy-phenyl-boronic acid C(C=C)OC1=C(C=CC=C1)B(O)O